BrC=1C=CC2=C(CN(CCC2)C(=O)OC(C)(C)C)C1 tert-butyl 8-bromo-4,5-dihydro-1H-benzo[c]azepine-2(3H)-carboxylate